4-(2,5-Diazabicyclo[2.2.2]octan-2-yl)-7-(7,8-difluoro-3-hydroxynaphthalen-1-yl)-2-((tetrahydro-1H-pyrrolizin-7a(5H)-yl)methoxy-d2)pyrimido[4,5-d]pyridazin-8(7H)-one C12N(CC(NC1)CC2)C2=NC(=NC=1C(N(N=CC12)C1=CC(=CC2=CC=C(C(=C12)F)F)O)=O)OC([2H])([2H])C12CCCN2CCC1